O=C1CC2(C1)CNC(C2)C(=O)[O-] 2-oxo-6-azaspiro[3.4]octane-7-carboxylate